NC(CC(=O)O)C(NC(CO)COC(CC(C)C)=O)=O 3-Amino-3-({1-hydroxy-3-[(3-methylbutanoyl)oxy]propan-2-yl}carbamoyl)propanoic acid